C(CCCCCCC)SC(C)O (Octyl-thio)Ethanol